(S)-3-(3,4-difluorophenyl)-1-methyl-1-(6-oxo-1,2,4,5,6,7,9,10-octahydrodipyrano[3,4-b:4',3'-d]pyridin-1-yl)urea FC=1C=C(C=CC1F)NC(N([C@@H]1COCC=2NC(C3=C(C21)CCOC3)=O)C)=O